2,2'-Dimethyl-[1,1'-biphenyl] CC1=C(C=CC=C1)C1=C(C=CC=C1)C